NC1=NC(=CC=2C1=NN(N2)CC2=NC=CC=C2)C=2C(=C(C#N)C=CC2)F 3-(4-amino-2-(pyridin-2-ylmethyl)-2H-[1,2,3]triazolo[4,5-c]pyridin-6-yl)-2-fluorobenzonitrile